1-benzyl-6-morpholino-3,5-diphenyl-3,5-dihydroimidazo[4,5-c][1,2]thiazine-4(1H)-one 2,2-dioxide C(C1=CC=CC=C1)N1S(C(C(C2=C1N=C(N2C2=CC=CC=C2)N2CCOCC2)=O)C2=CC=CC=C2)(=O)=O